5-[(4-nitrobenzoyl)oxy]-2-[(2-pyrimidylthio)methyl]-4H-pyran-4-one [N+](=O)([O-])C1=CC=C(C(=O)OC=2C(C=C(OC2)CSC2=NC=CC=N2)=O)C=C1